1H-pyrazolo[3,4-d]pyrimidine-1-ylpyrrolidine-1-carboxylic acid tert-butyl ester C(C)(C)(C)OC(=O)N1C(CCC1)N1N=CC=2C1=NC=NC2